(2,4,6-trifluorobenzyl)acetamide FC1=C(CCC(=O)N)C(=CC(=C1)F)F